CCCCC[C@@H](/C=C/[C@H]1C=CC(=O)[C@@H]1CCCCCCC(=O)[O-])O The molecule is conjugate base of prostaglandin A1. It has a role as a human metabolite. It is a conjugate base of a prostaglandin A1.